methyl (S)-2-(2-(1H-pyrazol-1-yl)ethyl)-3-(2-(4-cyanopiperidin-1-yl)ethyl)-7-methyl-3,7,8,9-tetrahydro-6H-imidazo[4,5-f]quinoline-6-carboxylate N1(N=CC=C1)CCC=1N(C=2C(=C3CC[C@@H](N(C3=CC2)C(=O)OC)C)N1)CCN1CCC(CC1)C#N